5-phenyl-3-(4-piperidinyl)-1H-benzimidazol-2-one C1(=CC=CC=C1)C1=CC2=C(NC(N2C2CCNCC2)=O)C=C1